(R)-1-(2-(methoxymethyl)-4-(4-((3-methyl-4-((1-methyl-1H-benzo[d][1,2,3]triazol-5-yl)oxy)phenyl)amino)pyrido[3,2-d]pyrimidin-6-yl)piperazin-1-yl)prop-2-en-1-one COC[C@@H]1N(CCN(C1)C=1C=CC=2N=CN=C(C2N1)NC1=CC(=C(C=C1)OC1=CC2=C(N(N=N2)C)C=C1)C)C(C=C)=O